S1CC=CC=C1.[W] tungsten ThiAIN